4-[2-(cyclopropylmethoxy)-5-ethylsulfonylphenyl]-2,6-dimethylfuro[2,3-c]pyridin-7-one C1(CC1)COC1=C(C=C(C=C1)S(=O)(=O)CC)C=1C2=C(C(N(C1)C)=O)OC(=C2)C